3-[(5-difluoromethoxy-1-methyl-3-trifluoromethylpyrazol-4-yl)methanesulfonyl]-4,5-dihydro-5,5-dimethylisoxazole FC(OC1=C(C(=NN1C)C(F)(F)F)CS(=O)(=O)C1=NOC(C1)(C)C)F